6-chloro-2-fluoro-(prop-2-yn-1-yl)-9H-purine ClC1=C2N=CN(C2=NC(=N1)F)CC#C